O=C1N([C@@H]2CC[C@H](N1C2)C(OC)=N)OS(=O)(=O)O Methyl (2S,5R)-7-oxo-6-(sulfooxy)-1,6-diazabicyclo[3.2.1]octane-2-carbimidate